2,4-dichloro-3-fluoro-8-methoxyquinoline ClC1=NC2=C(C=CC=C2C(=C1F)Cl)OC